C(C)(C)(C)OC(NC1CCCC=2N(N=NC21)C2=NC=CC(=C2)Br)=O (1-(4-bromopyridin-2-yl)-4,5,6,7-tetrahydro-1H-benzo[d][1,2,3]triazol-4-yl)carbamic acid tert-butyl ester